[Cl-].[Cl-].C1(=CC=CC=C1)C(C1=CC=CC=C1)=[Zr+2](C1=C(C=CC=2C3=CC=C(C=C3CC12)C(C)(C)C)C(C)(C)C)C1(C=C(C=C1)C(C)(C)C)CC diphenylmethylene(1-ethyl-3-tert-butyl-cyclopentadienyl)(2,7-di-tert-butyl-fluorenyl)zirconium dichloride